ClC1=CC(=C(C=C1)C1=NC(=NC2=C1N=C(N(C2=O)C)C)N2CC(OCC2)COC)F 8-(4-chloro-2-fluorophenyl)-6-(2-(methoxymethyl)morpholino)-2,3-dimethylpyrimido[5,4-d]pyrimidin-4(3H)-one